[I-].C(CCCCC)OC=1C(=NSN1)C1=CCC[N+](C1)(C(CCCCC)OC(=O)OCCC)C 5-(4-(hexyloxy)-1,2,5-thiadiazol-3-yl)-1-methyl-1-(1-((propoxycarbonyl)oxy)hexyl)-1,2,3,6-tetrahydropyridin-1-ium iodide